C(#N)C=1C(=CC(=NC1)NC(=O)N1CCCC2=CC(=C(N=C12)C=O)CN1C(CN(CC1)C)=O)NC1C(CCC1)SC N-(5-cyano-4-((2-(methylthio)cyclopentyl)amino)pyridin-2-yl)-7-formyl-6-((4-methyl-2-oxopiperazin-1-yl)methyl)-3,4-dihydro-1,8-naphthyridine-1(2H)-carboxamide